4-iodo-1-((1-(3-methoxypropyl)cycloheptyl)methyl)-5-methyl-1H-pyrazole IC=1C=NN(C1C)CC1(CCCCCC1)CCCOC